NC1=C(C=C(C=N1)C1=NN2C(=C1)C1(CN(CC1)C(=O)NC(C)(C)C1=NC=CC=C1F)OCC2)OC(F)(F)F 2-[6-amino-5-(trifluoromethoxy)pyridin-3-yl]-N-[2-(3-fluoropyridin-2-yl)propan-2-yl]-6,7-dihydrospiro[pyrazolo[5,1-c][1,4]oxazine-4,3'-pyrrolidine]-1'-carboxamide